3-((7-(3-(Cyclopropylmethyl)morpholine-4-carbonyl)-10-hydroxy-7-azaspiro[4.5]decan-10-yl)methyl)-6-phenylpyrimidin-4(3H)-one C1(CC1)CC1N(CCOC1)C(=O)N1CC2(CCCC2)C(CC1)(O)CN1C=NC(=CC1=O)C1=CC=CC=C1